tetrahydrofuran-2-carbonyl chloride O1C(CCC1)C(=O)Cl